BrCCN(C1=C(C=C(C=C1)[N+](=O)[O-])S(=O)(=O)N1CCN(CC1)C)CCBr N,N-bis(2-bromoethyl)-2-((4-methylpiperazin-1-yl)sulfonyl)-4-nitroaniline